COC(OC)(C1CCCCC1)C1CCCCC1 dimethyl-dicyclohexyl-methanediol